[C@H]12CN(C[C@H](CC1)N2)C2=NC(=NC1=CC(=C(C=C21)O)C2=CC(=CC1=CC=C(C(=C21)CC)F)O)OC[C@]21CCCN1C[C@@H](C2)F 4-((1R,5S)-3,8-diazabicyclo[3.2.1]octan-3-yl)-7-(8-ethyl-7-fluoro-3-hydroxynaphthalen-1-yl)-2-(((2R,7aS)-2-fluorotetrahydro-1H-pyrrolizin-7a(5H)-yl)methoxy)quinazolin-6-ol